3-[2-chloro-3-[4-(4-fluoro-2-oxo-1-pyridyl)phenyl]phenyl]piperidine-2,6-dione ClC1=C(C=CC=C1C1=CC=C(C=C1)N1C(C=C(C=C1)F)=O)C1C(NC(CC1)=O)=O